C1(CC1)C1=NN(C=C1C1=NC(=CC=C1)C)C1CC2(CC(C2)CCNC=2C=C3C(N(C(C3=CC2)=O)C2C(NC(CC2)=O)=O)=O)C1 5-((2-(6-(3-cyclopropyl-4-(6-methylpyridin-2-yl)-1H-pyrazol-1-yl)spiro[3.3]heptan-2-yl)ethyl)amino)-2-(2,6-dioxopiperidin-3-yl)isoindoline-1,3-dione